6-methyl-1'-(4'-oxo-1,3-dihydro-4'H-spiro[indene-2,5'-[1,3]oxazol]-2'-yl)-3H-spiro[2-benzofuran-1,4'-piperidin]-3-one CC=1C=CC2=C(C1)C1(CCN(CC1)C=1OC3(C(N1)=O)CC1=CC=CC=C1C3)OC2=O